C(O)(O)=O.C(O)(O)=O.C1(C=CC(C=C1)=O)=O 4-benzoquinone biscarbonate